5-acetyl-6-methyl-2-(thiazol-2-yl)indolizine-7-carboxylic acid ethyl ester C(C)OC(=O)C=1C(=C(N2C=C(C=C2C1)C=1SC=CN1)C(C)=O)C